FC1=CC=C2C(=C(NC2=C1)C)C=1N=C(SC1)NC(CC=1N=C2SC=CN2C1)=O N-[4-(6-fluoro-2-methyl-1H-indol-3-yl)thiazol-2-yl]-2-(imidazo[2,1-b]thiazol-6-yl)acetamide